iodonium hexafluoroantimonate, t-butylphenyl-iodonium salt C(C)(C)(C)[I+]C1=CC=CC=C1.F[Sb-](F)(F)(F)(F)F.[IH2+].F[Sb-](F)(F)(F)(F)F